((2,4-dichlorobenzyl)oxy)furan-2-carboxylic acid methyl ester COC(=O)C=1OC=CC1OCC1=C(C=C(C=C1)Cl)Cl